(S)-2-(((1-(3,5-difluoro-4-methoxybenzyl)-1H-pyrazol-4-yl)methyl)amino)-7-isopropyl-4,8-dimethyl-7,8-dihydropteridin-6(5H)-one FC=1C=C(CN2N=CC(=C2)CNC2=NC=3N([C@H](C(NC3C(=N2)C)=O)C(C)C)C)C=C(C1OC)F